OC=1OC(=CC1)O 2,5-dihydroxyfuran